C1(CC1)S(=O)(=O)N1N=CC(=C1)C1=NC=CC(=N1)NC1=NC=C(C(=C1)NC(C(F)F)C)C1=NN(C=C1)C(F)F N2-(2-(1-(Cyclopropylsulfonyl)-1H-pyrazol-4-yl)pyrimidin-4-yl)-5-(1-(difluoromethyl)-1H-pyrazol-3-yl)-N4-(1,1-difluoropropan-2-yl)pyridine-2,4-diamine